[I-].C1(CCCCC1)C([N+]1(CCC=C(C1)C1=NSN=C1OCCCCCC)C)OC(CCCCCCCCCCCCCCC)=O 1-(Cyclohexyl(palmitoyloxy)methyl)-5-(4-(hexyloxy)-1,2,5-thiadiazol-3-yl)-1-methyl-1,2,3,6-tetrahydropyridin-1-ium iodide